4'-(benzyloxy)-3-[(1-ethyl-1H-pyrazol-4-yl)methyl]-6'-(fluorophenyl)-2-oxo-2H-[1,2'-bipyridine]-3'-carbonitrile C(C1=CC=CC=C1)OC1=C(C(=NC(=C1)C1=C(C=CC=C1)F)N1C(C(=CC=C1)CC=1C=NN(C1)CC)=O)C#N